C(C)(C)(C)OC(=O)N1[C@@H](CN(C[C@@H]1C)C1=C2N=C(C(=NC2=CC=C1)C)C)C (2R,6S)-4-(2,3-dimethylquinoxalin-5-yl)-2,6-dimethylpiperazine-1-carboxylic acid tert-butyl ester